3-(azidomethyl)-4-chloro-1H-indole N(=[N+]=[N-])CC1=CNC2=CC=CC(=C12)Cl